N-cyclohexyl-5-(3-((4-methoxyphenyl)amino)prop-1-yn-1-yl)-1H-pyrrolo[2,3-b]pyridine C1(CCCCC1)N1C=CC=2C1=NC=C(C2)C#CCNC2=CC=C(C=C2)OC